N1CN=CC2=CC=C(C=C12)C(=O)O dihydroquinazoline-7-carboxylic acid